1-(benzyloxymethyl)-5,6-difluoro-indole-4-carbaldehyde C(C1=CC=CC=C1)OCN1C=CC=2C(=C(C(=CC12)F)F)C=O